CC(CC1=CC=C(C=C1)C)(O)C 1,1-dimethyl-2-(4-methyl-phenyl)ethanol